ClC=1C(=NC=CN1)C(C)NC 1-(3-chloropyrazin-2-yl)-N-methylethan-1-amine